C12C(CC(CC1)C2)C2=NC=NC(=C2)C2=CC=CC=C2 4-(2-norbornyl)-6-phenylpyrimidine